ClC=1C=C(C(=NC1)C)C1=C2CCN(C(C2=CC(=C1)CCN(C)CC)=O)C(C)C1=NC=C(C#N)C(=C1)OCC 6-(1-(5-(5-chloro-2-methylpyridin-3-yl)-7-(2-(ethyl(methyl)amino)ethyl)-1-oxo-3,4-dihydroisoquinolin-2(1H)-yl)ethyl)-4-ethoxynicotinonitrile